BrC=1C=C(C(=NC1)C1C(C2=CC=CC(=C2C1)Cl)=O)[N+](=O)[O-] (5-bromo-3-nitropyridin-2-yl)-4-chloro-2,3-dihydro-1H-inden-1-one